C1(CCCCC1)COC1=NC=CC(=C1)C1OCCC(C1)C(=O)N [2-(cyclohexylmethoxy)-4-pyridinyl]tetrahydropyran-4-carboxamide